C1(=CC=CC=C1)NC(NCCCCCCNC(OC(C)(C)C)=O)=S tert-butyl (6-(3-phenylthioureido)hexyl)carbamate